N-((1R,3s,5S)-8-Benzyl-8-azabicyclo[3.2.1]octan-3-yl)benzofuran-6-carboxamid C(C1=CC=CC=C1)N1[C@H]2CC(C[C@@H]1CC2)NC(=O)C2=CC1=C(C=CO1)C=C2